2-(2-aminoethylamino)-4-(3-nitroanilino)pyrimidine-5-carboxamide tert-Butyl-(2-oxo-3-(2,2,2-trifluoroethyl)-2,3-dihydro-1H-benzo[d]imidazol-5-yl)carbamate C(C)(C)(C)N(C(O)=O)C1=CC2=C(NC(N2CC(F)(F)F)=O)C=C1.NCCNC1=NC=C(C(=N1)NC1=CC(=CC=C1)[N+](=O)[O-])C(=O)N